(5S,8S)-8-(allyloxy)-N-(2,4-difluorobenzyl)-5-fluoro-5,6,7,8-tetrahydroquinoline-5-carboxamide C(C=C)O[C@H]1CC[C@](C=2C=CC=NC12)(C(=O)NCC1=C(C=C(C=C1)F)F)F